(3S,4S) and (3R,4R)-2-(2-chloro-6-methylpyridin-4-yl)-3-(2,3-dihydro-1,4-benzodioxin-6-yl)-1-oxo-1,2,3,4-tetrahydroisoquinoline-4-carboxylic acid ClC1=NC(=CC(=C1)N1C(C2=CC=CC=C2[C@@H]([C@H]1C1=CC2=C(OCCO2)C=C1)C(=O)O)=O)C |r|